Trans-2-(2-chloro-5-(2,2-dichloro-3-(3,5-dichlorophenyl)cyclopropane-1-carboxamido)benzoyl)-N-isopropylhydrazine-1-carboxamide ClC1=C(C(=O)NNC(=O)NC(C)C)C=C(C=C1)NC(=O)[C@@H]1C([C@H]1C1=CC(=CC(=C1)Cl)Cl)(Cl)Cl